OC=1C(NC=NC1CCC1=NC=C(C=C1)C#CC1=CC=C(C=C1)CNC1CC(C1)O)=O 5-hydroxy-6-(2-(5-((4-(((3-hydroxycyclobutyl)amino)methyl)phenyl)ethynyl)pyridin-2-yl)ethyl)pyrimidin-4(3H)-one